5-[3-(4-fluorophenyl)azepane-1-carbonyl]-6-methyl-N-(1-methylcyclopropyl)furo[2,3-d]pyrimidin-4-amine FC1=CC=C(C=C1)C1CN(CCCC1)C(=O)C1=C(OC=2N=CN=C(C21)NC2(CC2)C)C